[Ir+3].C(C)(C)C1=C(C(=CC=C1)C(C)C)N1C(=NC=C1)C1=CC=CC=C1.C(C)(C)C1=C(C(=CC=C1)C(C)C)N1C(=NC=C1)C1=CC=CC=C1.C(C)(C)C1=C(C(=CC=C1)C(C)C)N1C(=NC=C1)C1=CC=CC=C1 tris[1-(2,6-diisopropylphenyl)-2-phenyl-1H-imidazole] iridium (III)